3-(2,2-Diphenyl-2-((propionyloxy)methoxy)acetoxy)spiro[bicyclo[3.2.1]octane-8,1'-pyrrolidin]-8-ium chloride [Cl-].C1(=CC=CC=C1)C(C(=O)OC1CC2CCC(C1)[N+]21CCCC1)(OCOC(CC)=O)C1=CC=CC=C1